C1(=CC=CC=C1)N(C1=CC=C(C=C1)C=1C=CC=2C(C(C3=CC=CC=C3C2C1)=O)=O)C1=CC=CC=C1 3-(4-(diphenylamino)phenyl)phenanthrene-9,10-dione